racemic-N-methylcysteine CN[C@@H](CS)C(=O)O |r|